nonadecyl 3-chloropropionate ClCCC(=O)OCCCCCCCCCCCCCCCCCCC